BrC=1C=C(C=NC1)C=1N=NN(C1)CC1=CC=C(C=N1)C=1OC(=NN1)C(F)F 2-(6-((4-(5-bromopyridin-3-yl)-1H-1,2,3-triazol-1-yl)methyl)pyridin-3-yl)-5-(difluoromethyl)-1,3,4-oxadiazole